heptadecan-9-yl 8-((2-hydroxy-6-(1H-pyrrole-3-carboxamido)hexyl)(6-((2-methyloctan-3-yl)oxy)-6-oxohexyl)amino)octanoate OC(CN(CCCCCCCC(=O)OC(CCCCCCCC)CCCCCCCC)CCCCCC(=O)OC(C(C)C)CCCCC)CCCCNC(=O)C1=CNC=C1